C(#N)C1=NC2=CC(=CC(=C2N=C1N1CC2(C1)CC1(CCC1)C2)[C@@H](C)NC2=C(C(=O)O)C=CC=C2)C (R)-2-((1-(2-cyano-3-(2-azadispiro-[3.1.36.14]decan-2-yl)-7-methylquinoxalin-5-yl)ethyl)amino)benzoic acid